C(C)(C)(C)OC(=O)N[C@H](C(=O)OC)C[C@H](C(=O)OC)OC1=C(C=NC=C1)[N+](=O)[O-] dimethyl (2S,4R)-2-(tert-butoxycarbonylamino)-4-[(3-nitro-4-pyridyl)oxy]pentanedioate